C1C[C@H](NC1)C(=O)N2CCC[C@H]2C(=O)O The molecule is a dipeptide formed from two L-proline residues. It has a role as a Mycoplasma genitalium metabolite and a human urinary metabolite. It derives from a L-proline.